(3R)-2-[(5-chloro-3-hydroxypyridin-2-yl)methyl]-3-(4-chlorophenyl)-4-fluoro-6-[1-hydroxy-1-(1-methyl-1H-imidazol-4-yl)propyl]-3-(2-hydroxyethoxy)-2,3-dihydro-1H-isoindol-1-one ClC=1C=C(C(=NC1)CN1C(C2=CC(=CC(=C2[C@]1(OCCO)C1=CC=C(C=C1)Cl)F)C(CC)(C=1N=CN(C1)C)O)=O)O